OC(CCCCCCCCCCCCCCCCCCC(=O)O)CCC 20-Hydroxy-tricosanoic acid